7-methoxymethyloxy-2-(3,4,5-tribenzyloxy-phenyl)chroman-3,5-diol COCOC=1C=C(C=2CC(C(OC2C1)C1=CC(=C(C(=C1)OCC1=CC=CC=C1)OCC1=CC=CC=C1)OCC1=CC=CC=C1)O)O